2-hexyl-decane C(CCCCC)C(C)CCCCCCCC